(R)-methyl 3-(pyridin-3-yl)-4-(tetrahydro-2H-pyran-4-carbonyl)-2,3,4,5-tetrahydrobenzo[f][1,4]oxazepine-8-carboxylate N1=CC(=CC=C1)[C@@H]1COC2=C(CN1C(=O)C1CCOCC1)C=CC(=C2)C(=O)OC